4-methoxythieno[3,2-d]pyrimidine COC=1C2=C(N=CN1)C=CS2